[Cl-].[Cl-].C[Si](=[Hf+2](C1C(=CC2=C(C(=C(C=C12)C(C)(C)C)OC)C1=CC(=CC(=C1)C)C)C)C1C(=CC2=C(C=3CCCC3C(=C12)C1=CC(=CC(=C1)C)C)C1=CC(=CC(=C1)C)C)C)C Anti-dimethylsilanediyl[2-methyl-4,8-bis(3,5-dimethylphenyl)-1,5,6,7-tetrahydro-s-indacen-1-yl][2-methyl-4-(3,5-dimethylphenyl)-5-methoxy-6-tert-butyl-1H-inden-1-yl]hafnium dichloride